FC1=CC(=C(C=C1)NC(C)=O)OC N-(4-Fluoro-2-methoxyphenyl)acetamide